trans-3-((Cyclopropylmethyl)amino)-5-(4-hydroxycyclohexyl)-8-((2S,5R)-2,4,5-trimethylpiperazin-1-yl)pyrimido[4,5-c]isoquinolin-6(5H)-one C1(CC1)CNC=1N=CC2=C(N(C(C=3C=C(C=CC23)N2[C@H](CN([C@@H](C2)C)C)C)=O)[C@@H]2CC[C@H](CC2)O)N1